(2-cyano-2-(2-(3,5-dichloro-4-((2-(pyridazin-3-ylmethyl)-1-oxo-1,2,3,4-tetrahydroisoquinolin-6-yl)oxy)phenyl)hydrazono)acetyl)carbamate C(#N)C(C(=O)NC([O-])=O)=NNC1=CC(=C(C(=C1)Cl)OC=1C=C2CCN(C(C2=CC1)=O)CC=1N=NC=CC1)Cl